6-(2-chlorophenyl)-2-(5,6,7,8-tetrahydronaphthalen-2-ylamino)imidazo[1,2-a]pyrimido[5,4-e]pyrimidin-5(6H)-one ClC1=C(C=CC=C1)N1C=2N(C3=C(C1=O)C=NC(=N3)NC3=CC=1CCCCC1C=C3)C=CN2